(R)-5-amino-N-(1-(4-bromo-2-fluorophenyl)ethyl)-N-methyl-6,8-dihydro-1H-furo[3,4-d]pyrrolo[3,2-b]pyridine-2-carboxamide NC1=C2C(=C3C(=N1)C=C(N3)C(=O)N(C)[C@H](C)C3=C(C=C(C=C3)Br)F)COC2